lithium trifluoromethylcarbonate FC(F)(F)OC([O-])=O.[Li+]